2'-[6-amino-5-(trifluoromethyl)pyridin-3-yl]-N-[1-(1-phenyl-1H-pyrazol-4-yl)ethyl]-5',6'-dihydrospiro[pyrrolidine-3,4'-pyrrolo[1,2-b]pyrazole]-1-carboxamide NC1=C(C=C(C=N1)C=1C=C2N(N1)CCC21CN(CC1)C(=O)NC(C)C=1C=NN(C1)C1=CC=CC=C1)C(F)(F)F